CC1=CC(=O)C[C@]([C@]1(/C=C/C(=C\\C(=O)O)/C)O)(C)CO The molecule is the 8'-hydroxylated derivative of (+)-abscisic acid. It derives from a 2-cis-abscisic acid. It is a conjugate acid of a (+)-8'-hydroxyabscisate.